2,7-dioctylbenzo[LMN][3,8]phenanthroline-1,3,6,8(2H,7H)-tetraone C(CCCCCCC)N1C(C=2C=CC=3C(N(C(C=4C3C2C(C1=O)=CC4)=O)CCCCCCCC)=O)=O